CC1=CC(=CC2=NC3=CC=CC=C3C=C12)O 1-methylacridin-3-ol